ClC1=NC=C(C(=N1)NCC1=CC=C(C=C1)N1N=C(C=C1C)Cl)NC 2-chloro-N4-(4-(3-chloro-5-methyl-1H-pyrazol-1-yl)benzyl)-N5-methylpyrimidine-4,5-diamine